CN1C(=O)NC(=O)C=C1 N1-methyluracil